2-(6-(difluoro(quinolin-8-yloxy)methyl)pyridin-3-yl)-5-(difluoromethyl)-1,3,4-oxadiazole FC(C1=CC=C(C=N1)C=1OC(=NN1)C(F)F)(OC=1C=CC=C2C=CC=NC12)F